N[C@@H](CC(=O)N1C(C(N[C@@H](CC1)C)=O)CC1=NC=CC=C1)CC1=C(C=C(C(=C1)F)F)F (7R)-4-((R)-3-amino-4-(2,4,5-trifluorophenyl)butanoyl)-7-methyl-3-(pyridin-2-ylmethyl)-1,4-diazepan-2-one